ONC(CCCCCN1C(C2=CC=CC=C2C1=O)=O)=O 6-(1,3-dioxo-1,3-dihydroisoindol-2-yl)hexanoic acid hydroxyamide